C(C)(C)(C)OC(N[C@@H](CCO)C1=CC=CC=C1)=O (S)-N-(3-hydroxy-1-phenylpropyl)carbamic acid tert-butyl ester